3-(3-bromo-4-chloro-phenyl)sulfanyl-5-(3,5-dichloro-phenyl)-5-(trifluoromethyl)-4H-isoxazole BrC=1C=C(C=CC1Cl)SC1=NOC(C1)(C(F)(F)F)C1=CC(=CC(=C1)Cl)Cl